SCCC(=O)OC methyl 3-sulfanylpropanoate